C(C1=CC=CC=C1)OC(=O)N([C@H](C(=O)N[C@H](C(=O)OC(C)(C)C)[C@H](CC)C)CC(C)C)C tert-butyl (2S,3S)-2-[[(2S)-2-[benzyloxycarbonyl(methyl)amino]-4-methyl-pentanoyl]amino]-3-methyl-pentanoate